N-methyl-4-((4-phenethyl-4-(pyridin-2-yl)piperidin-1-yl)methyl)benzamide CNC(C1=CC=C(C=C1)CN1CCC(CC1)(C1=NC=CC=C1)CCC1=CC=CC=C1)=O